C(C)(C)(C)N(C(O)=O)C1=CC(=C(C=C1)C)NC(C1=CC(=C(C=C1)CN1CCN(CC1)C)C(F)(F)F)=O.ClC1=NC(=NC(=C1)C)SC 4-chloro-6-methyl-2-(methylsulfanyl)pyrimidine tert-butyl-(4-methyl-3-(4-((4-methylpiperazin-1-yl)methyl)-3-(trifluoromethyl)benzamido)phenyl)carbamate